Cl.COC([C@@H](N)C(C)C)=O L-Valine Methyl ester hydrochloride